C(=C)(C)C1C(C(CC(C1)C(=C)C)(C)C)C 3,5-Diisopropenyl-1,1,2-trimethylcyclohexane